O=C1N(C=C(N=C1)C(=O)OC)CC(F)(F)F methyl 5-oxo-4-(2,2,2-trifluoroethyl)pyrazine-2-carboxylate